(3S,10R,13S)-17-(4-Methoxy-1H-imidazol-1-yl)-10,13-dimethyl-2,3,4,7,8,9,10,11,12,13,14,15-dodecahydro-1H-cyclopenta[a]phenanthren-3-amine COC=1N=CN(C1)C1=CCC2C3CC=C4C[C@H](CC[C@@]4(C3CC[C@]12C)C)N